C1(=CC=C(C=C1)NC1=NC=NC=C1C(=O)N)C 4-(p-tolylamino)pyrimidine-5-carboxamide